2,4-difluoro-N-(6-(1-(oxetan-3-yl)piperidine-4-carbonyl)pyridin-2-yl)benzamide FC1=C(C(=O)NC2=NC(=CC=C2)C(=O)C2CCN(CC2)C2COC2)C=CC(=C1)F